3,4-dihydroxypyrrole-2,5-dicarboxylic acid dimethyl ester COC(=O)C=1NC(=C(C1O)O)C(=O)OC